(4-(hydroxymethyl)tetrahydro-2H-pyran-4-yl)-2-methyl-5-(1-phenylethoxy)benzofuran-3-carboxamide OCC1(CCOCC1)C1=C(C=CC2=C1C(=C(O2)C)C(=O)N)OC(C)C2=CC=CC=C2